stannous naphthalate C1(=CC=CC2=CC=CC=C12)C(=O)[O-].[Sn+2].C1(=CC=CC2=CC=CC=C12)C(=O)[O-]